(6R,7S,7aS)-7-ethyl-6-fluoro-3,3-dimethyl-tetrahydro-pyrrolo[1,2-c]Oxazol-5-one C(C)[C@@H]1[C@H](C(N2C(OC[C@@H]21)(C)C)=O)F